Cl.FC([C@H]1OC2=C(CNC1)N=C(C=C2)O)(F)F (2S)-2-(Trifluoromethyl)-2,3,4,5-tetrahydropyrido[2,3-f][1,4]oxazepin-7-ol hydrochloride